5-[4-(2-{(3S,5S)-3-(2,5-dioxo-2,5-dihydro-1H-pyrrol-1-yl)-2-oxo-5-[(2-sulfoethoxy)methyl]pyrrolidin-1-yl}acetamido)butyl]phenyl β-D-glucopyranosiduronic acid O([C@H]1[C@H](O)[C@@H](O)[C@H](O)[C@H](O1)C(=O)O)C1=CC=CC(=C1)CCCCNC(CN1C([C@H](C[C@H]1COCCS(=O)(=O)O)N1C(C=CC1=O)=O)=O)=O